CC1=NCCC2=CC=CC=C12 1-methyl-3,4-dihydroisoquinolin